C(C)N1C(=NN(C1=O)C1=C(C=C2C(C(=CN(C2=C1)C(C)C)C1=C(C=CC=C1)C)=O)F)CO 7-(4-Ethyl-3-(hydroxymethyl)-5-oxo-4,5-dihydro-1H-1,2,4-triazol-1-yl)-6-Fluoro-1-isopropyl-3-(o-tolyl)quinolin-4(1H)-one